tert-butyl (3S)-3-[(1R)-2-[[6-(cyclobutylamino)-2-(1-piperidyl)pyrimidine-4-carbonyl]amino]-1-hydroxy-ethyl]-7-[(4-methyloxazol-5-yl)methoxy]-3,4-dihydro-1H-isoquinoline-2-carboxylate C1(CCC1)NC1=CC(=NC(=N1)N1CCCCC1)C(=O)NC[C@@H](O)[C@H]1N(CC2=CC(=CC=C2C1)OCC1=C(N=CO1)C)C(=O)OC(C)(C)C